(R)-N-(4-([1,2,4]triazolo[1,5-c]pyrimidin-7-yloxy)-3-chlorophenyl)-5-((3,3-difluoro-1-methylpiperidin-4-yl)oxy)-6-methoxyquinazolin-4-amine N=1C=NN2C=NC(=CC21)OC2=C(C=C(C=C2)NC2=NC=NC1=CC=C(C(=C21)O[C@H]2C(CN(CC2)C)(F)F)OC)Cl